C(CCCCCCC\C=C/C\C=C/CCCCC)OC(CSSCCN(C)C)COCCCCCCCC\C=C/C\C=C/CCCCC 2-((2,3-Bis((9Z,12Z)-octadeca-9,12-dien-1-yloxy)propyl)disulfanyl)-N,N-dimethylethanamine